1,4-bis-(isocyanatomethyl)cyclohexane N(=C=O)CC1CCC(CC1)CN=C=O